ClC=1C(N(C(=CC1OC([2H])([2H])C1=NC=C(C=C1F)F)C)C1=CC(=NC=C1Cl)C=1N=C(SC1)C(C)(C)O)=O (R)-3,5'-dichloro-4-((3,5-diFluoropyridin-2-yl)methoxy-d2)-2'-(2-(2-hydroxypropan-2-yl)thiazol-4-yl)-6-methyl-2H-[1,4'-Bipyridyl]-2-one